diethyl (5'-methyl-4-pentyl-1',2',3',4'-tetrahydro-[1,1'-biphenyl]-2,6-diyl) bis(phenylphosphonate) C1(=CC=CC=C1)P(OCC)(OC1=C(C(=CC(=C1)CCCCC)OP(OCC)(=O)C1=CC=CC=C1)C1CCCC(=C1)C)=O